aminodithiocarbamic acid NNC(S)=S